Zirconium (IV) dibutoxide [O-]CCCC.[O-]CCCC.[Zr+4]